F[C@H]1CN(CC[C@H]1OC1=C2C(=NC(=N1)C1=CC=C(C=C1)NS(=O)(=O)C1=NC=CC(=C1)OC)NN=C2C)C N-[4-(4-{[(3S,4R)-3-fluoro-1-methylpiperidin-4-yl]oxy}-3-methyl-1H-pyrazolo[3,4-d]pyrimidin-6-yl)phenyl]-4-methoxypyridine-2-sulfonamide